tert-butyl 4-(4-chloro-2-fluoro-5-methyl-phenyl)piperidine-1-carboxylate ClC1=CC(=C(C=C1C)C1CCN(CC1)C(=O)OC(C)(C)C)F